COC(\C(=C\OC)\C1=C(C=CC=C1)OC1=NC=NC(=C1)OC=1C(=NC=CC1)Cl)=O.CN1CCC(CC1)C(=O)NC1=CC=C2C(=CNC(C2=C1)=O)C1=C(C=CC=C1)C 1-methyl-N-(1-oxo-4-(o-tolyl)-1,2-dihydroisoquinolin-7-yl)piperidine-4-carboxamide (E)-methyl-2-[2-[6-(2-chloropyridin-3-yloxy)pyrimidin-4-yloxy]phenyl]-3-methoxyacrylate